(S)-(+)-erythrulose OCC(=O)[C@@H](O)CO